FC=1C(=CC(=C(C(=O)N)C1)OC(C(F)(F)F)C)C1=NC(=C(N=C1)C)CO 5-fluoro-4-(6-(hydroxymethyl)-5-methylpyrazin-2-yl)-2-((1,1,1-trifluoropropan-2-yl)oxy)benzamide